N[C@@H](CCC(=O)OC)C(=O)[O-] L-5-methyl glutamate